5-(((2-(4-methoxyphenyl)-5-methyl-1,1-dioxidoisothiazolidin-5-yl)methyl)amino)-3-methyl-8-(4-(trifluoromethyl)phenyl)pyrido[4,3-d]pyrimidin-4(3H)-one COC1=CC=C(C=C1)N1S(C(CC1)(C)CNC1=NC=C(C=2N=CN(C(C21)=O)C)C2=CC=C(C=C2)C(F)(F)F)(=O)=O